4-(4-chlorobenzyl)-5-oxo-2-(4-(pyridin-2-yloxy)phenyl)-4,5-dihydropyrazolo[1,5-a]pyrimidine-6-carboxylic acid ClC1=CC=C(CN2C=3N(C=C(C2=O)C(=O)O)N=C(C3)C3=CC=C(C=C3)OC3=NC=CC=C3)C=C1